CC(CC#N)CCC=C(C)C 3,7-dimethyl-6-octene-1-nitrile